S1C(=CC=C1)S thiol-thiol